Cl[Pt+3] chloro-platinum (IV)